C1(CCCCC1)C(C(=O)OC)NC(=O)C(CC(=O)O)NC(NC1=CC=C(C=C1)[N+](=O)[O-])=O 3-[(1-cyclohexyl-2-methoxy-2-oxoethyl)carbamoyl]-3-{[(4-nitrophenyl)carbamoyl]amino}propanoic acid